C(C)(C)(C)OC(=O)NCC1=CC(=C(C=C1)NC(=O)C1=CC2=C(OCCC3=C2SC=C3)C=C1C=1C(=NC(=CC1)C(NCCCO)=O)C(=O)OC)C methyl 3-(9-((4-(((tert-butoxycarbonyl)amino)methyl)-2-methylphenyl)carbamoyl)-4,5-dihydrobenzo[b]thieno[2,3-d]oxepin-8-yl)-6-((3-hydroxypropyl)carbamoyl)picolinate